1-(3-ethoxypropyl)-3-(3-methoxypropyl)imidazolium acetate C(C)(=O)[O-].C(C)OCCCN1C=[N+](C=C1)CCCOC